C(C)(C)(C)OC(=O)C1(C(N(CCO1)C(=O)OC(C)(C)C)=O)C 2-Methyl-3-oxomorpholine-2,4-dicarboxylic acid di-tert-butyl ester